FC1=C(C=CC=C1COC)C=1CCN(CC1)C(C(=O)O)COC 2-(4-(2-fluoro-3-(methoxymethyl)phenyl)-3,6-dihydropyridin-1(2H)-yl)-3-methoxypropanoic acid